C(C)[C@@H]1N(C[C@H](N(C1)C(C)C1=CC=C(C=C1)C(F)(F)F)CC)C=1C2=C(N(C(N1)=O)C)C=CC(=N2)COC 4-((2S,5R)-2,5-diethyl-4-(1-(4-(trifluoromethyl)phenyl)ethyl)piperazin-1-yl)-6-(methoxymethyl)-1-methylpyrido[3,2-d]pyrimidin-2(1H)-one